BrC=1C(=C(OCCC2CC3(CN(C3)C(=O)OC(C)(C)C)C2)C=CC1)C tert-butyl 6-(2-(3-bromo-2-methylphenoxy)ethyl)-2-azaspiro[3.3]heptane-2-carboxylate